4-(2,6-dimethoxyphenyl)-2-(4-nitrophenyl)-5-phenyloxazole COC1=C(C(=CC=C1)OC)C=1N=C(OC1C1=CC=CC=C1)C1=CC=C(C=C1)[N+](=O)[O-]